C(C)OC(C(=CO)C)=O hydroxy-methacrylic acid ethyl ester